CC1=CC=C(C=C1)CO The molecule is a methylbenzyl alcohol in which the methyl substituent is para to the hydroxymethyl group. It has a role as a xenobiotic metabolite and a fragrance.